ClC1=NC=NC(=C1I)C 4-chloro-5-iodo-6-methylpyrimidin